N(=[N+]=[N-])[C@@]1(C[C@H](O)[C@@H](CO)O1)N1C(=O)NC(=O)C=C1 azido-deoxyuridine